C1(=CC(=CC=C1)C[C@H]1C[C@@H](N(C1)C(=O)OC(C)(C)C)C(=O)O)C1=CC=CC=C1 (2R,4S)-4-([1,1'-biphenyl]-3-ylmethyl)-1-(tert-butoxycarbonyl)pyrrolidine-2-carboxylic acid